6-Chloro-N4-[1-(2-chloro-3-fluoro-phenyl)cyclopropyl]-1,3,5-triazine-2,4-diamine ClC1=NC(=NC(=N1)N)NC1(CC1)C1=C(C(=CC=C1)F)Cl